N-methyl-N-((4-(methylsulfonyl)-1,4-oxazepan-2-yl)methyl)-6-(1-oxa-4-azaspiro[5.5]undecan-4-yl)-2-(trifluoromethyl)pyrimidin-4-amine CN(C1=NC(=NC(=C1)N1CCOC2(C1)CCCCC2)C(F)(F)F)CC2OCCCN(C2)S(=O)(=O)C